5-cyclohexenylnorbornene C1(=CCCCC1)C1C2C=CC(C1)C2